ClC=1C(=NC(=C(C1)C1=CC=C(C=C1)N1CCN(CC1)CC)F)N 3-chloro-5-(4-(4-ethylpiperazin-1-yl)phenyl)-6-fluoropyridin-2-amine